4-(benzyloxy)-2-methoxy-N-(3-methyl-1-(2-(1-methylpiperidin-4-yl)ethyl)-1H-indazol-6-yl)benzamide C(C1=CC=CC=C1)OC1=CC(=C(C(=O)NC2=CC=C3C(=NN(C3=C2)CCC2CCN(CC2)C)C)C=C1)OC